7-amino-3-(2-fluoro-6-methyl-phenyl)-1-[(4S)-1-methylazepan-4-yl]-4H-pyrimido[4,5-d]pyrimidin-2-one NC1=NC=C2C(=N1)N(C(N(C2)C2=C(C=CC=C2C)F)=O)[C@@H]2CCN(CCC2)C